Cis-tert-butyl N-[4-[7-amino-3-(2-fluoro-6-methyl-phenyl)-2-oxo-4H-pyrimido[4,5-d]pyrimidin-1-yl]cyclohexyl]-N-methyl-carbamate NC1=NC=C2C(=N1)N(C(N(C2)C2=C(C=CC=C2C)F)=O)[C@H]2CC[C@H](CC2)N(C(OC(C)(C)C)=O)C